N-[2-(3-{(1R)-1-[(6-bromo-2-methylpyrido[3,4-d]pyrimidin-4-yl)amino]ethyl}-2-fluorophenyl)-2,2-difluoroethyl]methanesulfonamide BrC1=CC2=C(N=C(N=C2N[C@H](C)C=2C(=C(C=CC2)C(CNS(=O)(=O)C)(F)F)F)C)C=N1